4-([1,1'-biphenyl]-2-yl)-6-(5-chloropyridin-2-yl)-2-phenylpyrimidine C1(=C(C=CC=C1)C1=NC(=NC(=C1)C1=NC=C(C=C1)Cl)C1=CC=CC=C1)C1=CC=CC=C1